C1(CC1)C=1N=NN(C1)[C@H](C(=O)N1[C@@H](C[C@H](C1)O)C(=O)NCC=1C=C2C=CN=CC2=CC1)C(C)(C)C (2S,4r)-1-[(2S)-2-(4-cyclopropyl-triazol-1-yl)-3,3-dimethyl-butyryl]-4-hydroxy-N-(6-isoquinolinylmethyl)pyrrolidine-2-carboxamide